C(C)OC(=O)[C@@H]1N([C@@H](CC1)C(=O)OCC)CC1=CC=CC=C1 cis-1-benzylpyrrolidine-2,5-dicarboxylic acid diethyl ester